5-bromo-N-methylpicolinamide BrC=1C=CC(=NC1)C(=O)NC